tert-butyl (2S)-2-(cyanomethyl)-4-[2-[2-(dimethylamino)ethoxy]-5,6,7,8-tetrahydropyrido[3,4-d]pyrimidin-4-yl]piperazine-1-carboxylate C(#N)C[C@@H]1N(CCN(C1)C=1C2=C(N=C(N1)OCCN(C)C)CNCC2)C(=O)OC(C)(C)C